2-amino-6-borono-2-(3-(2-(2-(trifluoromethyl)phenyl)pyrrolidin-1-yl)propyl)hexanoic acid NC(C(=O)O)(CCCCB(O)O)CCCN1C(CCC1)C1=C(C=CC=C1)C(F)(F)F